6-chloro-3-nitroimidazo[1,2-b]pyridazine ClC=1C=CC=2N(N1)C(=CN2)[N+](=O)[O-]